ethyl (R)-1-(((3-butyl-2-methyl-7-(methylthio)-1,1-dioxido-5-phenyl-2,3,4,5-tetrahydro-1,2,5-benzothiadiazepin-8-yl)oxy)methyl)cyclopropane-1-carboxylate C(CCC)[C@H]1N(S(C2=C(N(C1)C1=CC=CC=C1)C=C(C(=C2)OCC2(CC2)C(=O)OCC)SC)(=O)=O)C